1-(6-Bromo-5-fluoropyridin-2-yl)-N-(5-cyano-6-(2H-1,2,3-triazol-2-yl)pyridin-3-yl)-5-(trifluoromethyl)-1H-pyrazole-4-carboxamide BrC1=C(C=CC(=N1)N1N=CC(=C1C(F)(F)F)C(=O)NC=1C=NC(=C(C1)C#N)N1N=CC=N1)F